7,8-dihydro-1,6-naphthyridin-6(5H)-yl-propan-1-ol Benzyl-(3-(2-(4-methylpiperazin-1-yl)-2-oxoethyl)bicyclo[1.1.1]pentan-1-yl)carbamate C(C1=CC=CC=C1)N(C(=O)OC(CC)N1CC=2C=CC=NC2CC1)C12CC(C1)(C2)CC(=O)N2CCN(CC2)C